C(C)(C)(C)OC(NN1C(C2=CC=CC=C2C12C1=CC=C(C=C1OC=1C=C(C=CC21)N2CCCC2)N2CCCC2)=O)=O (3-oxo-3',6'-bis(pyrrolidin-1-yl)spiro[isoindoline-1,9'-xanthen]-2-yl)carbamic acid tert-butyl ester